N-(2-(3-bromo-9H-carbazol-9-yl)-4-methoxy-3,5-dimethylphenyl)-4-methylbenzenesulfonamide BrC=1C=CC=2N(C3=CC=CC=C3C2C1)C1=C(C=C(C(=C1C)OC)C)NS(=O)(=O)C1=CC=C(C=C1)C